C1CCCN2C1C1=CC=C(C=C1CC2)O 1,3,4,6,7,11b-hexahydro-2H-pyrido[2,1-a]isoquinolin-9-ol